(S,2R)-N'-((1,2,3,5,6,7-hexahydro-s-indacen-4-yl)carbamoyl)-2-(methoxymethyl)-2-methyl-2,3-dihydropyrazolo[5,1-b]oxazole-7-sulfonimidamide C1CCC2=C(C=3CCCC3C=C12)NC(=O)N=[S@@](=O)(N)C=1C=NN2C1O[C@@](C2)(C)COC